C=1(C(=CC=CC1)[S-])[S-] benzene-dithiolate